ClC=1C=C(C=2N(N1)C=CN2)[C@@H]2[C@H](C2)C2=NC=CC(=C2)C2=C(C=C(C=C2)F)F 6-chloro-8-((1S,2S)-2-(4-(2,4-difluorophenyl)pyridin-2-yl)cyclopropyl)imidazo[1,2-b]pyridazine